CC1=CC=C(C=N1)CNC=1C2=C(N=CN1)N=CC(=C2)C2=C(C#N)C=CC=C2 2-(4-(((6-methylpyridin-3-yl)methyl)amino)pyrido[2,3-d]pyrimidin-6-yl)benzonitrile